C(C)(C)(C)C=1C(C(=CC(C1)=CC=1SC=CC1)C(C)(C)C)=O 2,6-di-t-butyl-4-(thien-2-ylmethylidene)cyclohexa-2,5-dien-1-one